BrC=1C=C(C=CC1)C1C(N(C(CC1)=O)CC1=CC=C(C=C1)OC)=O 3-(3-bromo-phenyl)-1-[(4-methoxyphenyl)methyl]piperidine-2,6-dione